6-bromo-2-(2,2,2-trifluoroethoxy)-7-(3,4,5-trifluorophenyl)-3H-imidazo[2,1-f][1,2,4]triazin-4-one BrC=1N=C2C(NC(=NN2C1C1=CC(=C(C(=C1)F)F)F)OCC(F)(F)F)=O